C(C)(C)(C)[S@@](=O)N[C@@H]1C2=CC=CC(=C2CC12CCN(CC2)C(=O)OC(C)(C)C)OC tert-butyl (S)-1-(((R)-tert-butylsulfinyl)amino)-4-methoxy-1,3-dihydrospiro[indene-2,4'-piperidine]-1'-carboxylate